ClC=1N=CC2=C(N1)N(C(=C2)C2CC2)C2=CC=CC(=N2)N=S2(CCCC2)=O 1-((6-(2-chloro-6-cyclopropyl-7H-pyrrolo[2,3-d]pyrimidin-7-yl)pyridin-2-yl)imino)tetrahydro-1H-1λ6-thiophene 1-oxide